CCC[Si](Cl)(Cl)Cl 2-(methyl)ethyl-trichlorosilane